7-(2,8-dimethylimidazo[1,2-b]pyridazin-6-yl)-2-(1,2,3,6-tetrahydropyridin-4-yl)thiazolo[3,2-a]pyrimidin-5-one CC=1N=C2N(N=C(C=C2C)C=2N=C3N(C(C2)=O)C=C(S3)C=3CCNCC3)C1